5-isopropyl-3-(2-{[4-(4-methylpiperazin-1-yl)phenyl]amino}-5-[2-(triisopropylsilyl)ethynyl]pyrido[2,3-d]pyrimidin-7-yl)-1,3-oxazolidin-2-one C(C)(C)C1CN(C(O1)=O)C=1C=C(C2=C(N=C(N=C2)NC2=CC=C(C=C2)N2CCN(CC2)C)N1)C#C[Si](C(C)C)(C(C)C)C(C)C